(S)-4-((2-(3,3-difluoroazetidin-1-yl)-1-phenylethyl)amino)-5-chloro-N-(2,4-dimethoxybenzyl)-2-fluoro-N-(thiazol-2-yl)benzenesulfonamide FC1(CN(C1)C[C@H](C1=CC=CC=C1)NC1=CC(=C(C=C1Cl)S(=O)(=O)N(C=1SC=CN1)CC1=C(C=C(C=C1)OC)OC)F)F